(R)-3-hydroxy-N-((R)-2-methoxy-1-(3-(trifluoromethoxy)phenyl)ethyl)-4,4-dimethylpentanamide O[C@H](CC(=O)N[C@@H](COC)C1=CC(=CC=C1)OC(F)(F)F)C(C)(C)C